CN(CCCCSC(C1=CC=CC=C1)(C1=CC=CC=C1)C1=CC=CC=C1)C N,N-Dimethyl-4-(tritylthio)butan-1-amine